C(C)(=O)O.C1(=CC=CC=C1)OCCCCCC hexyl phenyl ether acetate